BrC1=CC=2N(C=C1)C(N(N2)CC(F)(F)F)=O 7-bromo-2-(2,2,2-trifluoroethyl)-[1,2,4]triazolo[4,3-a]pyridin-3(2H)-one